tert-butyl 2-(2-chloro-5-(trifluoromethyl) pyrimidin-4-yl)-1H-indole-1-carboxylate ClC1=NC=C(C(=N1)C=1N(C2=CC=CC=C2C1)C(=O)OC(C)(C)C)C(F)(F)F